3-(4-hydroxy-2,6-dimethylphenyl)propanamide tert-butyl-(1R,5S,6r)-6-(6-chloro-1-cyclopropyl-7-fluoro-1H-pyrazolo[4,3-c]pyridin-3-yl)-3-azabicyclo[3.1.0]hexane-3-carboxylate C(C)(C)(C)OC(=O)N1C[C@H]2C([C@H]2C1)C1=NN(C2=C1C=NC(=C2F)Cl)C2CC2.OC2=CC(=C(C(=C2)C)CCC(=O)N)C